2-Fluoro-4-(2-oxopropoxy-3-vinylphenyl)-5-methyl-4,5-dihydro-2H-pyridazin-3-one FN1N=CC(C(C1=O)C1=C(C(=CC=C1)C=C)OCC(C)=O)C